N1[C@@H](CC1)COC1=NC=2[C@@H]([C@@]3(CCC2C(=N1)N1C[C@@H](N(CC1)C(C(=C)F)=O)CC#N)CCC1=C(C=CC=C13)Cl)F 2-((S)-4-((1S,8'R)-2'-(((S)-azetidin-2-yl)methoxy)-4-chloro-8'-fluoro-2,3,5',8'-tetrahydro-6'H-spiro[indene-1,7'-quinazolin]-4'-yl)-1-(2-fluoroacryloyl)piperazin-2-yl)acetonitrile